CCCCCCCCCCCC(=O)CC(=O)O The molecule is a C14, long-chain fatty acid carrying an oxo- group at position 3. It is a long-chain fatty acid and a 3-oxo fatty acid. It derives from a tetradecanoic acid.